COC=1C=C(C=C(C1)OC)NC1C(N(CCC1)CC(F)(F)F)=O 3-((3,5-Dimethoxyphenyl)amino)-1-(2,2,2-trifluoroethyl)piperidin-2-one